(1-(4-(4-oxo-3,4-dihydrophthalazin-1-yl)phenyl)ethyl)carbamic acid tert-butyl ester C(C)(C)(C)OC(NC(C)C1=CC=C(C=C1)C1=NNC(C2=CC=CC=C12)=O)=O